C(#N)OC1=CC=C(C=C1)C(C(C)C)(C(CC)C)C1=CC=C(C=C1)OC#N 3,3-bis(4-cyanooxyphenyl)-2,4-dimethylhexane